COC=1C(=C(C2=CC=CC=C2C1)O)C 3-methoxy-2-methylnaphthalene-1-ol